FC1=C(C=CC(=C1)[C@@H]1[C@@H](COC2=CC(=CC=C12)O)C1=CC=CC=C1)N1CCC(CC1)CN1CCN(CC1)C=1C=C2CN(C(C2=CC1)=O)[C@@H]1C(NC(CC1)=O)=O (S)-3-(5-(4-((1-(2-fluoro-4-((3R,4S)-7-hydroxy-3-phenylchroman-4-yl)phenyl)piperidin-4-yl)methyl)piperazin-1-yl)-1-oxoisoindolin-2-yl)piperidine-2,6-dione